FC(C=1C=NC(=NC1)N1CCC(CC1)=CC(=O)O)(F)F 2-(1-(5-(trifluoromethyl)pyrimidin-2-yl)piperidin-4-ylidene)acetic acid